COC(C1=NC(=CC=C1OCC1=CC=CC=C1)C#CCCN1CCN(CC1)C1=NC=CC=N1)=O 3-(benzyloxy)-6-(4-(4-(pyrimidin-2-yl)piperazin-1-yl)but-1-yn-1-yl)picolinic acid methyl ester